2-amino-3-oxo-3H-phenoxazine-1,8-dicarboxylic acid NC1=C(C2=NC3=CC(=CC=C3OC2=CC1=O)C(=O)O)C(=O)O